ClC=1C=C(C=NC1)C1=NC(=C2N=CN(C2=N1)[C@H]1[C@@H]([C@@H]([C@H](O1)C(=O)NC([2H])([2H])[2H])O)O)NC1CCNCC1 (2S,3S,4R,5R)-5-(2-(5-chloropyridin-3-yl)-6-((tetrahydro-2H-pyridin-4-yl)amino)-9H-purin-9-yl)-3,4-dihydroxyl-N-(methyl-d3)-tetrahydrofuran-2-carboxamide